1'-[3-(difluoromethoxy)phenyl]-N-[(3R)-3-methyl-1,1-dioxo-thia-pent-3-yl]-2'-oxo-spiro[cyclopentane-1,3'-indoline]-5'-carboxamide FC(OC=1C=C(C=CC1)N1C(C2(C3=CC(=CC=C13)C(=O)N[C@@](CS(=O)=O)(CC)C)CCCC2)=O)F